IP1C2=C(CCC3=C1C=CC=C3)C=CC=C2 5-Iodo-10,11-dihydro-5H-dibenzo[b,f]phosphepin